O1CCC(=CC1)C1=NC(=C2C=C(C(N(C2=C1)C)=O)C)C=1C=CC=C2C=C(N=CC12)C=1C=CC(=NC1)C(=O)OC methyl 5-(8-(7-(3,6-dihydro-2H-pyran-4-yl)-1,3-dimethyl-2-oxo-1,2-dihydro-1,6-naphthyridin-5-yl)isoquinolin-3-yl)picolinate